O=C1NC(C2=CC=CC=C12)O 1-oxo-3-hydroxy-2,3-dihydro-1H-isoindole